Tert-butyl 4-(N-(4-bromophenyl)-N-(tert-butoxycarbonyl)glycyl)piperazine-1-carboxylate BrC1=CC=C(C=C1)N(CC(=O)N1CCN(CC1)C(=O)OC(C)(C)C)C(=O)OC(C)(C)C